2,2-dimethylpiperidin-4-one CC1(NCCC(C1)=O)C